FC1([C@@H](CN(C[C@@H]1C)CC1=C2C(=NC(=C1)C(=O)N)C=CN2)C)F 7-(((3R,5S)-4,4-difluoro-3,5-dimethylpiperidin-1-yl)methyl)-1H-pyrrolo[3,2-b]pyridine-5-carboxamide